C12(CC(C1)C2)N2CC=CC(=C2)N2CCN(CC2)CC=2C=NC=1C=C(C(NC1C2)=O)CC N-(bicyclo[1.1.1]pent-1-yl)-5-(4-((7-ethyl-6-oxo-5,6-dihydro-1,5-naphthyridin-3-yl)methyl)piperazin-1-yl)pyridine